3-methyl-4-((4-hydroxybenzamido)methyl)phenylboronic acid CC=1C=C(C=CC1CNC(C1=CC=C(C=C1)O)=O)B(O)O